CN1N=CC(=C1)NC1=NC=CC(=N1)C1=C[C@H]2CC[C@@H](C1)N2C=O ((1R,5S)-3-(2-((1-methyl-1H-pyrazol-4-yl)amino)pyrimidin-4-yl)-8-azabicyclo[3.2.1]oct-2-en-8-yl)methanone